2-amino-4-methylnicotinaldehyde NC1=C(C=O)C(=CC=N1)C